benzyl [(6-{2-[(tert-butoxycarbonyl)amino]ethyl}-1-{[2-(trimethylsilyl)ethoxy]methyl}-1H-benzimidazol-2-yl)methyl]carbamate C(C)(C)(C)OC(=O)NCCC=1C=CC2=C(N(C(=N2)CNC(OCC2=CC=CC=C2)=O)COCC[Si](C)(C)C)C1